N-phenyl-1-naphthyl-amine C1(=CC=CC=C1)NC1=CC=CC2=CC=CC=C12